7-((2s,5r)-4-(1-(2-bromo-4-fluorophenyl)ethyl)-2,5-diethylpiperazin-1-yl)-4-methyl-2,4-dihydro-5H-pyrazolo[4,3-b]pyridin-5-one BrC1=C(C=CC(=C1)F)C(C)N1C[C@@H](N(C[C@H]1CC)C=1C=2C(N(C(C1)=O)C)=CNN2)CC